N1(CCC1)CC1=CC=C(C=C1)C1=NN(C(O1)=O)CC1=NC=C(C=C1)C=1OC(=NN1)C(F)F 5-[4-(azetidin-1-ylmethyl)phenyl]-3-[[5-[5-(difluoromethyl)-1,3,4-oxadiazol-2-yl]-2-pyridinyl]methyl]-1,3,4-oxadiazol-2-one